C(N1N=C(C(=C1)NC=1N=CC2=C(N1)N(C(=C2)C#N)[C@H]2[C@@H](COCC2)C)OC2COC2)([2H])([2H])[2H] 2-((1-(methyl-d3)-3-(oxetan-3-yloxy)-1H-pyrazol-4-yl)amino)-7-((3S,4R)-3-methyltetrahydro-2H-pyran-4-yl)-7H-pyrrolo[2,3-d]pyrimidine-6-carbonitrile